o-nitrobenzyl nitroacrylate [N+](=O)([O-])C(C(=O)OCC1=C(C=CC=C1)[N+](=O)[O-])=C